ClC1=C(C=NC=C1)C1=CC=NC=C1 4-chloro-3,4'-bipyridine